ClC1=CC=C(C=C1)C(C(F)(F)F)=NS(=O)C(C)(C)C N-(1-(4-chlorophenyl)-2,2,2-trifluoroethylidene)-2-methylpropane-2-sulfinamide